FC1(CC(C1)C1=NN(C(=C1C(C)C)NC(OCC(F)F)=O)C)F 2,2-difluoroethyl (3-(3,3-difluorocyclobutyl)-4-isopropyl-1-methyl-1H-pyrazol-5-yl)carbamate